CN1CC2=CC(=CC(=C2CC1)C)C=1N=C2C(=NC1)N(C=C2C2=CC(=C(C=C2)C(=O)N2CC(C2)O)C)S(=O)(=O)C2=CC=C(C)C=C2 (4-(2-(2,5-dimethyl-1,2,3,4-tetrahydroisoquinolin-7-yl)-5-tosyl-5H-pyrrolo[2,3-b]pyrazin-7-yl)-2-methylphenyl)(3-hydroxyazetidine-1-yl)methanone